Tert-butyl 6-(5-iodopyrimidin-2-yl)-1,6-diazaspiro(3.3)heptane-1-carboxylate IC=1C=NC(=NC1)N1CC2(CCN2C(=O)OC(C)(C)C)C1